2-(3-ethoxy-5-((1s,3s)-3-methyl-1-(4-methyl-4H-1,2,4-triazol-3-yl)cyclobutyl)-phenyl)-6-(((1-methylcyclobutyl)amino)methyl)-4-(trifluoromethyl)isoindolin-1-one C(C)OC=1C=C(C=C(C1)C1(CC(C1)C)C1=NN=CN1C)N1C(C2=CC(=CC(=C2C1)C(F)(F)F)CNC1(CCC1)C)=O